C(C)(C)[C@H]1[C@@H](C=C(CC1)C)C=1C(=CC(=CC1O)CCCCC)O (-)-(1'S,2'S)-2'-isopropyl-5'-methyl-4-pentyl-1',2',3',4'-tetrahydro-[1,1'-biphenyl]-2,6-diol